C(CN(C(C(=O)O)=O)C(C(=O)O)=O)N(C(C(=O)O)=O)C(C(=O)O)=O ethylenediaminetetraglyoxylic acid